C1(CC1)C=1C=CC(=NC1)N 5-cyclopropyl-pyridine-2-amine